6,7-dichloro-4-(4-chlorophenyl)-2-(2-oxopiperidin-4-yl)phthalazin-1(2H)-one ClC=1C=C2C(=NN(C(C2=CC1Cl)=O)C1CC(NCC1)=O)C1=CC=C(C=C1)Cl